(5-cyclobutyl-1-methylpyrazol-4-yl)-[(7S)-2,7-dimethyl-3-(3,4,5-trifluorophenyl)-5,7-dihydro-4H-pyrazolo[3,4-c]pyridin-6-yl]methanone C1(CCC1)C1=C(C=NN1C)C(=O)N1[C@H](C=2C(CC1)=C(N(N2)C)C2=CC(=C(C(=C2)F)F)F)C